3-[(3-[18F]Fluorotetradecyl)sulfanyl]Propionic acid [18F]C(CCSCCC(=O)O)CCCCCCCCCCC